N-[(4-Bromophenyl)sulfonyl]-4-[2-(4-fluorophenyl)-4-oxo-1,3-thiazolidin-3-yl]-3-methylbenzamide BrC1=CC=C(C=C1)S(=O)(=O)NC(C1=CC(=C(C=C1)N1C(SCC1=O)C1=CC=C(C=C1)F)C)=O